S(=O)(=O)(O)O.NC=1C=C(C(C)=CC1N)N p-aminotoluene-2,5-diamine sulfate